CN(C)CC=1C=C(C=CC1)[S@](=O)(N)=NC(NC1=C2CCCC2=CC=2CCCC12)=O (S)-3-((dimethylamino)methyl)-N'-(1,2,3,5,6,7-hexahydro-s-indacen-4-ylcarbamoyl)benzene-sulfonimidamide